COC(CCCCC)(O)O monomethoxyhexanediol